C1(CC1)C1=C(C(=NO1)C1=C(C=CC=C1)OC(F)(F)F)C1OC2(CO1)CCN(CC2)C=2SC1=C(N2)C(=CC=C1)F 2-(2-(5-Cyclopropyl-3-(2-(trifluoromethoxy)phenyl)isoxazol-4-yl)-1,3-dioxa-8-azaspiro[4.5]decan-8-yl)-4-fluorobenzo[d]thiazol